6-morpholino-N-[5-[5-(trifluoromethoxy)-1H-benzimidazol-2-yl]-1H-pyrazol-3-yl]pyridine-3-carboxamide O1CCN(CC1)C1=CC=C(C=N1)C(=O)NC1=NNC(=C1)C1=NC2=C(N1)C=CC(=C2)OC(F)(F)F